BrC1=CC=CC=2N(CCOC21)C2=NC(=NC1=CC=C(C=C21)F)NN [4-(8-bromo-2,3-dihydro-1,4-benzoxazin-4-yl)-6-fluoro-quinazolin-2-yl]hydrazine